ClC1=C(N)C(=CC(=C1)[N+](=O)[O-])[N+](=O)[O-] 2-Chloro-4,6-dinitroaniline